CC(C)S(=O)(=O)[Zn]S(=O)(=O)C(C)C 2-[(propane-2-sulfonyl)zinciosulfonyl]propane